(3S,4R)-4-{[5-chloro-6-cyano-7-(3-fluoro-3-methylbutan-2-yl)pyrrolo[2,1-f][1,2,4]triazin-2-yl]amino}oxan-3-yl acetate C(C)(=O)O[C@@H]1COCC[C@H]1NC1=NN2C(C=N1)=C(C(=C2C(C)C(C)(C)F)C#N)Cl